C1(=CC=CC=C1)SCC(=O)O 2-(phenylthio)acetic acid